2-[4-(2-Hydroxy-2-methylpropanoyl)phenoxy]ethyl 4-[(E)-3-(4-acetylphenyl)-3-oxoprop-1-enyl]benzoate C(C)(=O)C1=CC=C(C=C1)C(/C=C/C1=CC=C(C(=O)OCCOC2=CC=C(C=C2)C(C(C)(C)O)=O)C=C1)=O